N-(1-(p-tolyl)cyclobutyl)pyrimidin-2-amine C1(=CC=C(C=C1)C1(CCC1)NC1=NC=CC=N1)C